2-chloro-5-(4-chloro-2-methyl-2H-indazol-5-yl)-3-methyl-7-((2-(trimethylsilyl)ethoxy)methyl)-3,7-dihydro-4H-pyrrolo[2,3-d]pyrimidin-4-one ClC=1N(C(C2=C(N1)N(C=C2C2=C(C1=CN(N=C1C=C2)C)Cl)COCC[Si](C)(C)C)=O)C